C(#N)C1=CC=C(C=C1)C=1OC(=C(N1)C(=O)NCCN1CCN(CC1)C)C1=C(C=CC=C1)[N+](=O)[O-] 2-(4-cyanophenyl)-N-(2-(4-methylpiperazin-1-yl)ethyl)-5-(2-nitrophenyl)Oxazole-4-carboxylic acid amide